1-methyl 4-(4-methylheptan-4-yl) 2-methylenesuccinate C=C(C(=O)OC)CC(=O)OC(CCC)(CCC)C